2-amino-3-(5-pyrimidinyl)-5-bromopyrazine NC1=NC=C(N=C1C=1C=NC=NC1)Br